C(C1=CC=CC=C1)OC1=NC(=CC=C1N1C(N(C2=C1C=CC(=C2)N2CC(N(CC2)CC(=O)OC(C)(C)C)=O)C)=O)OCC2=CC=CC=C2 tert-butyl 2-[4-[1-(2,6-dibenzyloxy-3-pyridyl)-3-methyl-2-oxo-benzimidazol-5-yl]-2-oxo-piperazin-1-yl]acetate